Cl.NC[C@@H]1C[C@H](NC1)CNC(=O)C=1NC2=CC(=CC=C2C1)C1=CC=C(C=C1)F N-(((2S,4S)-4-(aminomethyl)pyrrolidin-2-yl)methyl)-6-(4-fluorophenyl)-1H-indole-2-carboxamide hydrogen chloride salt